4-(((2R,7aS)-2-fluorotetrahydro-1H-pyrrolizin-7a(5H)-yl)methoxy)-1H-imidazo[4,5-c]quinolin F[C@@H]1C[C@@]2(CCCN2C1)COC1=NC=2C=CC=CC2C2=C1N=CN2